ClC1=C(C=CC(=C1)Cl)CCC1(C(N(C(=C(C1)C(=O)N(C)C)C)C1=CC(=CC=C1)C(F)(F)F)=O)C(=O)N 3-[2-(2,4-dichlorophenyl)ethyl]-N5,N5,6-trimethyl-2-oxo-1-[3-(trifluoromethyl)-phenyl]-1,2-dihydropyridine-3,5-dicarboxamide